COC(C1=CC(=C(C(=C1)Cl)O)Cl)=O 4-hydroxy-3,5-dichlorobenzoic acid methyl ester